CC1=C(OC=2C(=CC(N(C2)CCCF)=O)C=2C3=C(C(N(C2)C)=O)NC=C3)C(=CC=C1)C 4-(5-(2,6-dimethylphenoxy)-1-(3-fluoropropyl)-2-oxo-1,2-dihydropyridin-4-yl)-6-methyl-1,6-dihydro-7H-pyrrolo[2,3-c]pyridin-7-one